N-(2-Amino-1-(5-(hydroxymethyl)thiazol-2-yl)-2-methylpropyl)-5-(5-(trifluoromethyl)pyridin-2-yl)-1H-pyrrole-2-carboxamide NC(C(C=1SC(=CN1)CO)NC(=O)C=1NC(=CC1)C1=NC=C(C=C1)C(F)(F)F)(C)C